5-(5-chloro-1H-pyrrolo[2,3-b]pyridin-3-yl)-N-(1-methylpiperidin-4-yl)pyrazolo[1,5-a]pyridine-3-carboxamide ClC=1C=C2C(=NC1)NC=C2C2=CC=1N(C=C2)N=CC1C(=O)NC1CCN(CC1)C